C(C)OC(=O)C1=NN(C(C2=C1SC=C2)=O)C2=CC=CC=C2 4-oxo-5-phenyl-thieno[2,3-d]pyridazine-7-carboxylic acid ethyl ester